3-(3,4-Dimethoxyphenyl)-5-(4-((diphenylmethylene)amino)thiophen-2-yl)isonicotinonitrile COC=1C=C(C=CC1OC)C1=C(C#N)C(=CN=C1)C=1SC=C(C1)N=C(C1=CC=CC=C1)C1=CC=CC=C1